2-isobutyl-4-methyl-2,3,4,6,7,8-hexahydro-5H-chromen-5-one C(C(C)C)C1OC=2CCCC(C2C(C1)C)=O